ClCC1=C(C=CC=C1)C1=CC=C(C=C1)CCl 2,4'-bis(chloromethyl)biphenyl